N-(tert-butyl)-3,5-dichlorobenzamide C(C)(C)(C)NC(C1=CC(=CC(=C1)Cl)Cl)=O